COC1=C(CNC2=C3C(=NC=N2)N(N=C3[Sn](C)(C)C)C3CCOCC3)C=CC(=C1)OC N-(2,4-dimethoxybenzyl)-1-(tetrahydro-2H-pyran-4-yl)-3-(trimethylstannyl)-1H-pyrazolo[3,4-d]pyrimidin-4-amine